FC(OC1=C(C=C(C=C1)NC(C)=O)OC)F N-(4-(difluoromethoxy)-3-methoxyphenyl)acetamide